ClC1=C(C=CC=C1N)N 2-chloro-1,3-diaminobenzene